1,2,4,5-benzenetetra-aldehyde C=1(C(=CC(=C(C1)C=O)C=O)C=O)C=O